6-bromo-N-((1r,4r)-4-(hydroxymethyl)cyclohexyl)-4-(isopropylamino)nicotinamide BrC1=NC=C(C(=O)NC2CCC(CC2)CO)C(=C1)NC(C)C